C(C)C1(N(CCN(C1)S(=O)(=O)C1=CC=CC=C1)CC1=CC=CC=C1)CC diethyl-1-benzyl-4-(phenyl-sulfonyl)piperazine